4-(azepan-4-yloxy)-6-(6-methoxypyrimidin-4-yl)pyrazolo[1,5-a]pyrazine N1CCC(CCC1)OC=1C=2N(C=C(N1)C1=NC=NC(=C1)OC)N=CC2